titanium-indium-zinc oxide [O-2].[Zn+2].[In+3].[Ti+4]